C(C)(C)(C)OC(=O)NCC(=O)OC\C=C\C1CC1 (E)-3-cyclopropylallyl (tert-butoxycarbonyl)glycinate